ClC=1C=NC(=NC1)C1CN(C1)[C@@H]1[C@@H](CCC1)OC=1C=C2CN(C(C2=CC1)=O)C12C(NC(C(C1)C2)=O)=O (5-(((cis)-2-(3-(5-chloropyrimidin-2-yl)azetidin-1-yl)cyclopentyl)oxy)-1-oxo-isoindolin-2-yl)-3-azabicyclo[3.1.1]heptane-2,4-dione